C1(=CC=CC=C1)C1=NC(=NC(=N1)C1=CC=CC=C1)C1=C(C(=C(C(=C1N1C2=C(C=3C=CC=CC13)N=CC=C2)N2C1=C(C=3C=CC=CC23)N=CC=C1)N1C2=C(C=3C=CC=CC13)N=CC=C2)N2C1=C(C=3C=CC=CC23)N=CC=C1)C=1SC2=C(N1)C=CC=C2 2-(2-(4,6-diphenyl-1,3,5-triazin-2-yl)-3,4,5,6-tetrakis(5H-pyrido[3,2-b]indol-5-yl)phenyl)benzo[d]thiazole